BrCC1=NC=NC=C1C(=O)O 4-(Bromomethyl)pyrimidine-5-carboxylic acid